O=C1OC(CC1C1CC(C=CC1)C)=O 5-(2,5-dioxotetrahydro-3-furanyl)-3-methylcyclohexene